pentafluoropyrimidine N-oxide FC1N(C([N+](C=C1)(F)[O-])(F)F)F